(1S,3R,4S,5R)-3-((5-chloro-4-(4-fluoro-2-(3-hydroxyoxetan-3-yl)-1-isopropyl-1H-benzo[d]imidazol-6-yl)pyrimidin-2-yl)amino)-6,8-dioxabicyclo[3.2.1]octan-4-ol ClC=1C(=NC(=NC1)N[C@@H]1C[C@H]2CO[C@@H]([C@H]1O)O2)C=2C=C(C1=C(N(C(=N1)C1(COC1)O)C(C)C)C2)F